OC1=C(C=CC(=C1)[N+](=O)[O-])N1C(C2=CC=CC=C2C1=O)=O 2-(2-hydroxy-4-nitrophenyl)-isoindole-1,3-dione